ClC1=C(C=CC(=C1)OCC(OCC)OCC)N1C(NC(CC1)=O)=O 1-(2-chloro-4-(2,2-diethoxyethoxy)phenyl)dihydropyrimidine-2,4(1H,3H)-dione